FC1=C(C=C(C(=O)N[C@@H]2[C@H](CCCC2)O)C=C1)\C=C(\C=1C=NC=C(C1)N1CCOCC1)/F 4-fluoro-3-{(Z)-2-fluoro-2-[5-(morpholin-4-yl)pyridin-3-yl]ethenyl}-N-[(1S,2S)-2-hydroxycyclohexyl]benzamide